NC(C(C1=NC=CN=C1)NC(=O)[C@@H]1[C@H]2C([C@H]2CN1C([C@H](C(C)(C)C)NC(C(F)(F)F)=O)=O)(C)C)=O (1R,2S,5S)-N-(2-amino-2-oxo-1-pyrazin-2-yl-ethyl)-3-[(2S)-3,3-dimethyl-2-[(2,2,2-trifluoroacetyl)amino]butanoyl]-6,6-dimethyl-3-azabicyclo[3.1.0]hexane-2-carboxamide